[N+](=O)([O-])C1=CC=C(C(=O)OC2CCC2)C=C1 cyclobutyl 4-nitrobenzoate